ClC=1C(=NC(=NC1)NC=1C=CC2=C(OC[C@@H]3N2CCN(C3)C3CCN(CC3)C)C1)NC1=C(C=CC=C1)N(S(=O)(=O)C(C)C)C (R)-N-(2-((5-chloro-2-((3-(1-methylpiperidin-4-yl)-1,2,3,4,4a,5-hexahydrobenzo[b]pyrazino[1,2-d][1,4]oxazin-8-yl)amino)pyrimidin-4-yl)amino)phenyl)-N-methylpropane-2-sulfonamide